((tetrahydro-1H-pyrrolizin-7a(5H)-yl)methoxy)pyrido[4,3-d]pyrimidine C1CCN2CCCC12COC=1N=CC2=C(N1)C=CN=C2